chlorophosphate-silane [SiH4].P(=O)(O)(O)Cl